6-iodo-4-oxo-1,4-dihydroquinoline-3-carboxylic acid ethyl ester C(C)OC(=O)C1=CNC2=CC=C(C=C2C1=O)I